3-(6-fluoropyridin-3-yl)propanoic acid FC1=CC=C(C=N1)CCC(=O)O